8-Chloro-6,11-dihydro-11-[1-[(5-methyl-3-pyridyl)methyl]-4-piperidylidene]-5H-benzo[5,6]cyclohepta[1,2-b]pyridine fumarate C(\C=C\C(=O)O)(=O)O.ClC=1C=CC2=C(CCC=3C(=NC=CC3)C2=C2CCN(CC2)CC=2C=NC=C(C2)C)C1